1-[(6-{3-Azabicyclo[3.1.0]hex-3-yl}-2-methylpyridin-3-yl)methyl]-3-(prop-1-en-2-yl)-1H-pyrazole-4-carboxylic acid ethyl ester C(C)OC(=O)C=1C(=NN(C1)CC=1C(=NC(=CC1)N1CC2CC2C1)C)C(=C)C